5-hydroxyisovanillic acid OC=1C(=C(C=C(C(=O)O)C1)O)OC